N-cyclopropyl-2-[4-({4-[({2-[methyl(methylsulfonyl)amino]pyridin-3-yl}methyl)amino]-5-(trifluoromethyl)pyrimidin-2-yl}amino)phenyl]acetamide C1(CC1)NC(CC1=CC=C(C=C1)NC1=NC=C(C(=N1)NCC=1C(=NC=CC1)N(S(=O)(=O)C)C)C(F)(F)F)=O